2-(3-(2-(7-chloro-1H-benzo[d]imidazol-2-yl)-2-cyanovinyl)-2,5-dimethyl-1H-pyrrol-1-yl)-4,5-dimethylfuran-3-carbonitrile ClC1=CC=CC2=C1NC(=N2)C(=CC2=C(N(C(=C2)C)C=2OC(=C(C2C#N)C)C)C)C#N